1-dimethylamino-2,4a,5,7,12-pentahydroxy-l-1-methyl-4,6-dioxo-1,4a,11,11a,12,12a-hexahydrotetracene-3-carboxamide CN(C1(C(=C(C(C2(C(=C3C(C4=C(C=CC=C4CC3C(C12)O)O)=O)O)O)=O)C(=O)N)O)C)C